P(O)(=O)(OP(=O)(O)OP(=O)(O)O)OC[C@@H]1[C@H]([C@H]([C@@H](O1)N1C(=O)NC(=O)C(=C1)I)F)O 5-iodo-2'-fluoro-deoxyuridine triphosphate